N-(3-(methylsulfonamido)phenyl)-1-(phenylsulfonyl)pyrrolidine-2-carboxamide CS(=O)(=O)NC=1C=C(C=CC1)NC(=O)C1N(CCC1)S(=O)(=O)C1=CC=CC=C1